C1=C(C=CC=2OC3=C(C21)C=CC=C3)[C@@H](C)NC3=CN=C(N(C3=O)CC(=O)O)C3=C(C=CC=C3)C 2-[5-[[(1R)-1-dibenzofuran-2-ylethyl]amino]-2-(o-tolyl)-6-oxo-pyrimidin-1-yl]acetic acid